CO[C@H](C(=O)NC=1C=C2C(=CC(=NC2=CC1)C1=CN=CS1)O[C@@H](COC)C)C (S)-2-methoxy-N-(4-(((R)-1-methoxyprop-2-yl)oxy)-2-(thiazol-5-yl)quinolin-6-yl)propionamide